(8-cyanoquinolin-5-yl)-N-(piperidin-4-yl)-5-(trifluoromethyl)-3-azabicyclo[3.1.0]hexane-1-carboxamide C(#N)C=1C=CC(=C2C=CC=NC12)C1C2(CC2(CN1)C(F)(F)F)C(=O)NC1CCNCC1